(S)-4-((1-(benzylamino)-1-oxopropan-2-yl)amino)-4-oxobutanoic acid-2,2,3,3-d4 C(C1=CC=CC=C1)NC([C@H](C)NC(C(C(C(=O)O)([2H])[2H])([2H])[2H])=O)=O